6-(Cyclopentylmethyl)-3-((6-(trifluoromethyl)pyridin-3-yl)methyl)-5,6,7,8-tetrahydropyrido[4,3-d]pyrimidin-4(3h)-one C1(CCCC1)CN1CC2=C(N=CN(C2=O)CC=2C=NC(=CC2)C(F)(F)F)CC1